NC=1C2=C(N(C(C1C=1C=NC(=CC1)F)=O)C1=CC=C(C=C1)OC(F)F)C=C(S2)C2CC2 7-amino-4-(4-(difluoromethoxy)phenyl)-2-cyclopropyl-6-(6-fluoropyridin-3-yl)thieno[3,2-b]pyridin-5(4H)-one